6-amino-2-(3-(4-fluorophenyl)-propyl)-N-((R)-4-(4-hydroxybenzyl)-5-oxo-3-(3-phenylpropyl)-imidazolidin-1-yl)-hexanamide NCCCCC(C(=O)NN1CN([C@@H](C1=O)CC1=CC=C(C=C1)O)CCCC1=CC=CC=C1)CCCC1=CC=C(C=C1)F